(E)-3-(4-isopropyl-3-methoxystyryl)thiophene C(C)(C)C1=C(C=C(/C=C/C2=CSC=C2)C=C1)OC